N2-phosphinyl-guanidine [PH2](=O)N=C(N)N